CN(C1CCC1)CC1(COC1)C N-methyl-N-((3-methyloxetan-3-yl)methyl)cyclobutan-1-amine